3-(difluoromethyl)quinoxalin-2(1H)-one FC(C=1C(NC2=CC=CC=C2N1)=O)F